(1R)-1-dibenzofuran-2-ylethylamine C1=C(C=CC=2OC3=C(C21)C=CC=C3)[C@@H](C)N